C(C1=CC=CC=C1)O[C@H]1[C@@H](N(CC1)C(=O)OCC1=CC=CC=C1)COC1CC=C(CC1)C=1C(=NC=CC1C)OCC(=O)OCC benzyl (2S,3R)-3-(benzyloxy)-2-(((4-(2-(2-ethoxy-2-oxoethoxy)-4-methylpyridin-3-yl)cyclohex-3-en-1-yl)oxy)methyl)pyrrolidine-1-carboxylate